(S)-N-(4-(3-aminopiperidin-1-yl)-5-(1-(fluoromethyl)-1H-pyrazol-4-yl)pyridin-2-yl)-2-(2-fluoro-6-methoxyphenyl)pyrimidin-4-amine N[C@@H]1CN(CCC1)C1=CC(=NC=C1C=1C=NN(C1)CF)NC1=NC(=NC=C1)C1=C(C=CC=C1OC)F